C12(CC3CC(CC(C1)C3)C2)NC(C(C2CCN(CC2)CC)N(C(CCCCCCCCCCCCCCC)=O)C(CCCCCCCC)CCCCCCCC)=O N-(2-(((1s,3s)-adamantan-1-yl)amino)-1-(1-ethylpiperidin-4-yl)-2-oxoethyl)-N-(heptadec-9-yl)palmitoamide